{2-[(1-methyl-4-nitro-1H-pyrazol-5-yl)oxy]ethyl}-3,4-dihydroisoquinoline-2(1H)-carboxylic acid tert-butyl ester C(C)(C)(C)OC(=O)N1C(C2=CC=CC=C2CC1)CCOC1=C(C=NN1C)[N+](=O)[O-]